COC1=C(C(=O)P(C(C(CC(C)C)C)C)(C(C2=C(C=CC=C2OC)OC)=O)=O)C(=CC=C1)OC bis(2,6-dimethoxybenzoyl)-(2,1,4-trimethylpentyl)phosphine oxide